4-(2-acryloyl-1,2,3,4-tetrahydroisoquinolin-5-yl)-5-chloro-2,3-dimethyl-1H-indole-7-carboxamide C(C=C)(=O)N1CC2=CC=CC(=C2CC1)C1=C2C(=C(NC2=C(C=C1Cl)C(=O)N)C)C